[N-]=C=O.[N-]=C=O.CC1(CC=CC=C1)C1=CC=C(C=C1)C 1,4'-dimethylbiphenyl diisocyanate